[Br-].COC1=CC=C(C=C1)N1C(OC(C1)C[N+]1=CC=C(C=C1)C1=CC=CC=C1)=O 1-[[3-(4-Methoxyphenyl)-2-oxo-5-oxazolidinyl]methyl]-4-phenyl-pyridinium bromide